benzyl (3-(3,5-bis(trifluoromethyl)phenyl)-2-methyl-3-oxopropyl)carbamate FC(C=1C=C(C=C(C1)C(F)(F)F)C(C(CNC(OCC1=CC=CC=C1)=O)C)=O)(F)F